CN1C(NC(C(=C1)C)=O)=O 1,5-dimethylpyrimidine-2,4-dione